5-(4,4-Difluorocyclohex-1-en-1-yl)-2-(hydroxymethyl)-3,4-dihydropyridine-1(2H)-carboxylic acid tert-butyl ester C(C)(C)(C)OC(=O)N1C(CCC(=C1)C1=CCC(CC1)(F)F)CO